DIHYDROQUINOXALINE-1(2H)-CARBOXYLATE N1(CCNC2=CC=CC=C12)C(=O)[O-]